(S)-2-(5-(4-nitrophenyl)-1,3,4-thiadiazol-2-yl)pyrrolidine-1-carboxylic acid tert-butyl ester C(C)(C)(C)OC(=O)N1[C@@H](CCC1)C=1SC(=NN1)C1=CC=C(C=C1)[N+](=O)[O-]